BrC1=CC=C(C(C(=O)[O-])=C1)O.CC(C[Sn+](CC(C)(C)C1=CC=CC=C1)CC(C)(C)C1=CC=CC=C1)(C)C1=CC=CC=C1 tris(2-methyl-2-phenylpropyl)tin 5-bromosalicylate